16-oxo-4,7,10,13-tetraoxahexadecanoic acid O=CCCOCCOCCOCCOCCC(=O)O